3-methyl-2-[methyl[(oxolan-3-yloxy)carbonyl]amino]butanoic acid CC(C(C(=O)O)N(C(=O)OC1COCC1)C)C